COC(C(=C)F)=O 2-fluoroacrylic acid methyl ester